6-Bromo-3-(3-(dimeth-ylamino)-3-methyl-azetidin-1-yl)-5-fluoro-7,9-dihydrofuro[3,4-f]-quinazolin-1-ol BrC=1C2=C(C3=C(N=C(N=C3C1F)N1CC(C1)(C)N(C)C)O)COC2